tert-butyl (2-bromo-4-methyl-5-oxo-5,6,7,8-tetrahydro-4H-pyrazolo[1,5-a][1,3]diazepin-6-yl)carbamate BrC1=NN2C(N(C(C(CC2)NC(OC(C)(C)C)=O)=O)C)=C1